8-(4,4-difluoropiperidin-1-yl)-[1,2,4]triazolo[4,3-a]pyrazin-6-amine FC1(CCN(CC1)C=1C=2N(C=C(N1)N)C=NN2)F